methyl 2-((((9H-fluoren-9-yl)methoxy)carbonyl)amino)-4-oxo-4,5-dihydrothiophene-3-carboxylate C1=CC=CC=2C3=CC=CC=C3C(C12)COC(=O)NC=1SCC(C1C(=O)OC)=O